(E)-3-((3-butyl-5-(4-(tert-butylcarbamoyl)phenyl)-3-ethyl-7-(methylsulfanyl)-1,1-dioxido-2,3,4,5-tetrahydro-1,5-benzothiazepin-8-yl)oxy)acrylic acid C(CCC)C1(CS(C2=C(N(C1)C1=CC=C(C=C1)C(NC(C)(C)C)=O)C=C(C(=C2)O/C=C/C(=O)O)SC)(=O)=O)CC